FC1([C@@H](CN(CC1)CC=1C=C(C=2N(C1)C=CN2)C(=O)O)C)F (R)-6-((4,4-difluoro-3-methylpiperidin-1-yl)methyl)imidazo[1,2-a]pyridine-8-carboxylic acid